4,6-difluoro-1-methyl-1H-indazole-3-carboxylic acid methyl ester COC(=O)C1=NN(C2=CC(=CC(=C12)F)F)C